FC1=C(C=CC(=C1)F)N1CCN(CC1)C([C@H](CO)NC(OC(C)(C)C)=O)=O tert-butyl (S)-(1-(4-(2,4-difluorophenyl)piperazin-1-yl)-3-hydroxy-1-oxopropan-2-yl)carbamate